N-Trifluoroacetyl-L-lysine FC(C(=O)N[C@@H](CCCCN)C(=O)O)(F)F